O=C1N(C(CCC1C1=CC=C(C=C1)OCCOCCOCCNC(OCC1=CC=CC=C1)=O)=O)C(=O)OC(C)(C)C tert-Butyl 2,6-dioxo-3-(4-((3-oxo-1-phenyl-2,7,10-trioxa-4-azadodecan-12-yl)oxy)phenyl)piperidine-1-carboxylate